C(=O)(O)CCOC(C=C)=O 2-Carboxy-ethylacrylat